C1(=C(C=CC=C1)C=1C2=CC=CC=C2C(=C2C=CC(=CC12)N(NC1=CC=CC=C1)C1=CC=C(C=C1)N1C2=CC=CC=C2C=2C=CC=CC12)C1=C(C=CC=C1)C1=CC=CC=C1)C1=CC=CC=C1 9,10-bis(biphenyl-2-yl)-N-[4-(9H-carbazol-9-yl)phenyl]-N-phenylaminoanthracen-2-amine